3-chloro-4-[(2S)-2-(dimethylamino)-3-[(3R)-3-(2-methylpyrimidin-5-yl)-3-[1-(trifluoromethyl)cyclopropyl]propanamido]propyl]benzamide ClC=1C=C(C(=O)N)C=CC1C[C@@H](CNC(C[C@@H](C1(CC1)C(F)(F)F)C=1C=NC(=NC1)C)=O)N(C)C